(3s)-3-(4-chlorophenyl)-3-[(1R)-1-(4-chlorophenyl)-7-fluoro-5-[1-hydroxy-1-(pyridin-2-yl)propyl]-1-methoxy-3-oxo-2,3-dihydro-1H-isoindol-2-yl]propanoic acid ClC1=CC=C(C=C1)[C@H](CC(=O)O)N1[C@@](C2=C(C=C(C=C2C1=O)C(CC)(C1=NC=CC=C1)O)F)(OC)C1=CC=C(C=C1)Cl